ClC1=C(C=C2C=C(N=CC2=C1)NC(=O)[C@@H]1[C@H]([C@H]1C=1C=NN(C1)C)C)N1CCN(CC1)[C@]1(COC[C@H]1F)C (1R,2S,3R)-N-[7-chloro-6-[4-((3S,4S)-4-fluoro-3-methyl-tetrahydrofuran-3-yl)piperazin-1-yl]-3-isoquinolinyl]-2-methyl-3-(1-methylpyrazol-4-yl)cyclopropanecarboxamide